C1(=CC=CC=C1)N1N=C(C(=C1)/C=C/C(=O)N1CCCCC1)C1CNCCC1 (E)-3-(1-phenyl-3-(piperidin-3-yl)-1H-pyrazol-4-yl)-1-(piperidin-1-yl)prop-2-en-1-one